5-[2-(9H-fluoren-9-ylmethoxycarbonyl)-7-[(3R)-3-methyl-3,4-dihydro-1H-isoquinoline-2-carbonyl]-3,4-dihydro-1H-isoquinolin-6-yl]-1,2-dimethyl-pyrrole-3-carboxylic acid C1=CC=CC=2C3=CC=CC=C3C(C12)COC(=O)N1CC2=CC(=C(C=C2CC1)C1=CC(=C(N1C)C)C(=O)O)C(=O)N1CC2=CC=CC=C2C[C@H]1C